ClC=1C=NC(=NC1)N1C(C(N(C(C1([2H])[2H])([2H])[2H])C(CCOC[C@H](C)OC1=C(C(NN=C1)=O)C(F)(F)F)=O)([2H])[2H])([2H])[2H] (S)-5-((1-(3-(4-(5-Chloropyrimidin-2-yl)piperazin-1-yl-2,2,3,3,5,5,6,6-d8)-3-oxopropoxy)propan-2-yl)oxy)-4-(trifluoromethyl)pyridazin-3(2H)-one